C1(=CC=CC=C1)C(CC1OC1)CC 2-(2-phenylbutyl)oxirane